4-amino-2-fluoro-N-methylbenzenesulfonamide NC1=CC(=C(C=C1)S(=O)(=O)NC)F